4-(3,6-difluoro-2-methylphenyl)-5-(4-methoxybenzoyl)-1H-pyrrole-3-carboxylic acid FC=1C(=C(C(=CC1)F)C=1C(=CNC1C(C1=CC=C(C=C1)OC)=O)C(=O)O)C